C(C1=CC=CC=C1)OC1=CC(=C(C=C1)NC1=CC(=C(C(=O)N)C=C1)OCCCC1CCCCC1)C1CC1 4-{[4-(Benzyloxy)-2-cyclopropylphenyl]amino}-2-(3-cyclohexylpropoxy)benzamide